C1OCC12CN(C2)C2=CC(=NC=N2)NC2=CC1=C(C=N2)C=NN1C1=C(C=C(C#N)C=C1F)Cl 4-(6-((6-(2-oxa-6-azaspiro[3.3]heptan-6-yl)pyrimidin-4-yl)amino)-1H-pyrazolo[4,3-c]pyridin-1-yl)-3-chloro-5-fluorobenzonitrile